ClC=1C=C(C=NC1)N[C@@H](C)C(=O)N1[C@@H]2CC([C@H]([C@@H]1C(=O)N[C@@H](C[C@@H]1C(NCCC1)=O)C#N)CC2)(F)F (1S,3R,4S)-2-((5-chloropyridin-3-yl)-L-alanyl)-N-((S)-1-cyano-2-((R)-2-oxopiperidin-3-yl)ethyl)-5,5-difluoro-2-azabicyclo[2.2.2]octane-3-carboxamide